O=C1C(=CN=C(N1CC(=O)OC)C1=CC=CC=C1)NC(=O)C=1OC(=NN1)C1=CC=CC=C1 Methyl 2-(6-oxo-2-phenyl-5-(5-phenyl-1,3,4-oxadiazole-2-carboxamido) pyrimidin-1(6H)-yl)acetate